N-tert-Butoxycarbonyl-N-[5-(3-hydroxypropyl)-4-methoxy-pyrimidin-2-yl]Carbamic acid C(C)(C)(C)OC(=O)N(C(O)=O)C1=NC=C(C(=N1)OC)CCCO